1-isobutyl-2-methylimidazole C(C(C)C)N1C(=NC=C1)C